(4-ethenylphenyl)-trimethylazanium C(=C)C1=CC=C(C=C1)[N+](C)(C)C